FC=1C=C(C=CC1F)N1N=C(C(=C1)C1OCC(N1CCC1=C(C=C(C=C1)NCC(=O)O)F)=O)C1=CC=C(C=C1)F (4-(2-(2-(1-(3,4-difluorophenyl)-3-(4-fluorophenyl)-1H-pyrazol-4-yl)-4-oxooxazolidin-3-yl)ethyl)-3-fluorophenyl)glycine